(R)-((1-(((7-(8-ethyl-7-fluoro-3-hydroxynaphthalen-1-yl)-8-fluoro-4-(3-hydroxy-3-methylpiperidin-1-yl) pyrido[4,3-d]pyrimidin-2-yl) oxy) methyl) cyclopropyl) methyl) carbamate C(N)(OCC1(CC1)COC=1N=C(C2=C(N1)C(=C(N=C2)C2=CC(=CC1=CC=C(C(=C21)CC)F)O)F)N2C[C@](CCC2)(C)O)=O